BrC=1C=CC(=C(C1)O)C=NC1CC1 5-bromo-2-((cyclopropylimino)methyl)phenol